O=C1N(C(C2=CC=CC=C12)=O)CC1=NNC(C2=CC=C(C=C12)C1=C(N(N=C1)C)C1=C(C#N)C=C(C=C1)C=1C=NSC1)=O 2-[4-[4-[(1,3-dioxoisoindolin-2-yl)methyl]-1-oxo-2H-phthalazin-6-yl]-2-methyl-pyrazol-3-yl]-5-isothiazol-4-yl-benzonitrile